FC1=C(C(=CC(=C1)[N+](=O)[O-])C=1N=NNN1)C=1C=CC(=NC1)OC(C)C 5-(2-fluoro-4-nitro-6-(2H-tetrazol-5-yl)phenyl)-2-isopropoxypyridine